N-ethyl-N-(2-carboxy-3-sulfopropyl)-3-methoxyaniline sodium salt [Na+].C(C)N(C1=CC(=CC=C1)OC)CC(CS(=O)(=O)[O-])C(=O)[O-].[Na+]